C1[C@@H]2CC[C@H]1C=1N2C=2C(N1)=C(C=CC2)C(=O)O (1s,4r)-1,2,3,4-tetrahydro-1,4-methylenebenzo[4,5]imidazo[1,2-a]pyridine-6-carboxylic acid